2-(6-chloro-2-fluoro-3-pyridyl)acetonitrile ClC1=CC=C(C(=N1)F)CC#N